N-Bocthiourea C(=O)(OC(C)(C)C)NC(=S)N